ClC=1C(=NC(=NC1)NC1=CC=NN1C)NC=1C=C(C=CC1F)NC(C=C)=O N-(3-((5-chloro-2-((1-methyl-1H-pyrazol-5-yl)amino)pyrimidin-4-yl)amino)-4-fluorophenyl)acrylamide